1-HYDROXY-2-PIPERIDINECARBOXYLIC ACID ON1C(CCCC1)C(=O)O